C(C)(C)(C)OC(=O)N1CCC(=CC1)C=1C=NC(=CC1)C(NC1C(NC(CC1)=O)=O)=O.ClC1=NC(=C(C(=N1)Cl)C#N)Cl 2,4,6-trichloro-5-cyanopyrimidine tert-butyl-6-((2,6-dioxopiperidin-3-yl)carbamoyl)-3',6'-dihydro-[3,4'-bipyridine]-1'(2'H)-carboxylate